(R)-6-(4-ethoxyphenyl)-N-(1-(2-fluoro-5-methoxyphenyl)ethoxy)pyrazine-2-carboxamide C(C)OC1=CC=C(C=C1)C1=CN=CC(=N1)C(=O)NO[C@H](C)C1=C(C=CC(=C1)OC)F